6-chloro-N-{4-[2-(4-chloro-3-fluorophenoxy)acetamido]bicyclo[2.2.2]octan-1-yl}-4-hydroxy-3,4-dihydro-2H-1-benzopyran-2-carboxamide ClC=1C=CC2=C(C(CC(O2)C(=O)NC23CCC(CC2)(CC3)NC(COC3=CC(=C(C=C3)Cl)F)=O)O)C1